N=1N(N=CC1)C1=C(C=C(C=N1)NC(=O)[C@@H]1C[C@@](C2=C1C=NC=1N2N=C(C1)F)(C1=NN(C=C1)C)C)C(F)(F)F (6R,8S)-N-(6-(2H-1,2,3-triazol-2-yl)-5-(trifluoromethyl)pyridin-3-yl)-2-fluoro-8-methyl-8-(1-methyl-1H-pyrazol-3-yl)-7,8-dihydro-6H-cyclopenta[e]pyrazolo[1,5-a]pyrimidine-6-carboxamide